N1=CC(CC(=C1)C(=O)[O-])C(=O)[O-] pyridine-3,5(4H)-dicarboxylate